OCC1=CSC2=C1CC(CC2)NC(OC(C)(C)C)=O tert-butyl N-[3-(hydroxymethyl)-4,5,6,7-tetrahydrobenzothiophen-5-yl]carbamate